NC1=C(OCCO)C=C(C=C1)N 2-(2,5-diaminophenoxy)ethan-1-ol